C1=CC(=C(C=C1[C@H]2[C@@H](C(=O)C3=C(C=C(C=C3O2)O)O)C4=C5C(=C(C=C4O)O)C(=O)[C@@H]([C@H](O5)C6=CC(=C(C=C6)O)O)O)O)O The molecule is a biflavonoid isolated from Garcinia buchananii and has been shown to exhibit antioxidant activity. It has a role as an antioxidant. It is a biflavonoid, a member of dihydroflavonols and a secondary alpha-hydroxy ketone.